4-(4-(7-fluoro-1H-indol-3-yl)thiophen-2-yl)-4-oxobutyric acid methyl ester COC(CCC(=O)C=1SC=C(C1)C1=CNC2=C(C=CC=C12)F)=O